2-(3-(5-amino-6-oxo-1,6-dihydropyridin-3-yl)-4,4-difluoropiperidin-1-yl)-N-(5-phenoxypyridin-2-yl)propanamide NC1=CC(=CNC1=O)C1CN(CCC1(F)F)C(C(=O)NC1=NC=C(C=C1)OC1=CC=CC=C1)C